8-((2-chlorothiazol-5-yl)methyl)-3-phenylpyrido[2,3-d]pyrimidine-2,4(3H,8H)-dione ClC=1SC(=CN1)CN1C=CC=C2C1=NC(N(C2=O)C2=CC=CC=C2)=O